O1CC(CC1)CN1N=C2N=CC(=CC2=C1)C(=O)N ((tetrahydrofuran-3-yl)methyl)-2H-pyrazolo[3,4-b]pyridine-5-carboxamide